ClC1=CC=C(C=C1)C(CCCOB([O-])[O-])(C1=CC=C(C=C1)Cl)C1=CC=C(C=C1)Cl.C(CCCCCCCCCCCCCCC)[N+](CC1=CC=CC=C1)(C)C.C(CCCCCCCCCCCCCCC)[N+](C)(C)CC1=CC=CC=C1 cetyl-dimethylbenzylammonium tris(p-chlorophenyl)butylborate